C1(CCCC1)OC(=O)N[C@H](C(=O)O)CNC(=O)C=1NC=C(C1)CCC1=NC=2NCCCC2C=C1 (S)-2-(((cyclopentyloxy)carbonyl)amino)-3-(4-(2-(5,6,7,8-tetrahydro-1,8-naphthyridin-2-yl)ethyl)-1H-pyrrole-2-carboxamido)propionic acid